17β-(2-(tert-Butylperoxy)-ethoxy)-5α-androstan-3β-ol C(C)(C)(C)OOCCO[C@@H]1[C@]2(C)[C@@H](CC1)[C@@H]1CC[C@H]3C[C@H](CC[C@]3(C)[C@H]1CC2)O